[1,1'-bi(cyclohexane)]-3,3',4,4'-tetracarboxylic acid C1(CC(C(CC1)C(=O)O)C(=O)O)C1CC(C(CC1)C(=O)O)C(=O)O